ClC1=CC=C(CNC(=O)NC2CC3(C2)CC(C3)CC=3C(=NC=CC3)C)C=C1 1-(4-chlorobenzyl)-3-(6-((2-methylpyridin-3-yl)methyl)spiro[3.3]heptan-2-yl)urea